COC(=O)C1(CCC2(C(CC3=CC=CC=C23)CC(C(C)O)C)CC1)NC1=CC(=CC=C1)Cl.C(C1=CC=CC=C1)N1C=CC2=CC=CC=C12 N-benzyl-indole methyl-(1r,4r)-4-(3-chloroanilino)-2'-(3-hydroxy-2-methylbutyl)-2',3'-dihydrospiro[cyclohexane-1,1'-indene]-4-carboxylate